BrC=1C=CC(=NC1)C1=NC=CC=C1 5-BromoBipyridine